(S)-3-(5-(4-(chloromethyl)-3-fluoropyridin-2-yl)-1-oxoisoindolin-2-yl)piperidine-2,6-dione hydrochloride Cl.ClCC1=C(C(=NC=C1)C=1C=C2CN(C(C2=CC1)=O)[C@@H]1C(NC(CC1)=O)=O)F